Beta-methylphenethylamine CC(CN)C1=CC=CC=C1